N1OC(CCO1)NC(C1=NC=CC=C1)=O N-(2,6-dioxapiperidin-3-yl)picolinamide